C(CCCCCCC\C=C/C\C=C/CCCCC)(=O)NCCOP(OC[C@@H](COC(CCCCCCCCCCCCCCC)=O)OC(CCCCCCC\C=C/CCCCCCCC)=O)(=O)O N-linoleoyl-(1-palmitoyl-2-oleoyl-sn-glycero-3-phosphoethanolamine)